ClC=1C=2N(C=C(C1)C1(CC(C1)C)C(=O)O)C=CN2 1-(8-chloroimidazo[3,2-a]pyridin-6-yl)-3-methylcyclobutane-1-carboxylic acid